6-(4-(1-(dimethylamino)-6-azaspiro[3.4]oct-6-yl)-5,6-difluoro-8-(methylamino)-9H-pyrido[2,3-b]indol-3-yl)-1-methyl-4-oxo-1,4-dihydro-1,8-naphthyridine-3-carboxylic acid CN(C1CCC12CN(CC2)C2=C(C=NC=1NC3=C(C=C(C(=C3C12)F)F)NC)C=1C=C2C(C(=CN(C2=NC1)C)C(=O)O)=O)C